COCC1CCN(CC1)CC=1C=C2C(=NC1)N(C=C2)C=2C(=NC=CC2)C(F)(F)F 5-((4-(Methoxymethyl)piperidin-1-yl)methyl)-1-(2-(trifluoromethyl)pyridin-3-yl)-1H-pyrrolo[2,3-b]pyridine